C(C)(C)NCC(CNC(C)C)O 1,3-bis(isopropylamino)-2-propanol